NC1=C(C=C(C(=O)NC=2C(N(C=C(C2)C)C(C(=O)N[C@@H]2C(OC(C2)=O)OCC)C)=O)C=C1)Cl 4-amino-3-chloro-N-(1-(1-(((3S)-2-ethoxy-5-oxotetrahydrofuran-3-yl)amino)-1-oxopropan-2-yl)-5-methyl-2-oxo-1,2-dihydropyridin-3-yl)benzamide